ethyl N-[4-carbamoyl-1-[4-(cyanomethyl)-1-[(3-hydroxy-4-phenyl-phenyl)methyl]-4-piperidyl]pyrazol-3-yl]carbamate C(N)(=O)C=1C(=NN(C1)C1(CCN(CC1)CC1=CC(=C(C=C1)C1=CC=CC=C1)O)CC#N)NC(OCC)=O